C12(CC3CC(CC(C1)C3)C2)C(=O)OCCl Chloromethyl (3r,5r,7r)-adamantane-1-carboxylate